N-[(3R,4S)-1-{5-[5-bromo-3-(2,4,6-trifluorophenyl)pyridin-2-yl]-4,5-dihydro-1,2-oxazol-3-yl}-4-fluoropyrrolidin-3-yl]methanesulfonamide BrC=1C=C(C(=NC1)C1CC(=NO1)N1C[C@H]([C@H](C1)F)NS(=O)(=O)C)C1=C(C=C(C=C1F)F)F